NC([C@H]([C@@H](C)O)N1C(C2(C1)N(C1(C(N(C1)[C@H](C(N)=O)[C@@H](C)O)=O)CC2)C(=O)OC(C)(C)C)=O)=O Tert-Butyl 2,8-bis((2S,3R)-1-amino-3-hydroxy-1-oxobutan-2-yl)-1,7-dioxo-2,5,8-triazadispiro[3.1.36.24]undecane-5-carboxylate